7-(4-cyclopropyl-6-methoxypyrimidin-5-yl)-1-({4-[1-isopropyl-4-(trifluoromethyl)imidazol-2-yl]phenyl}methyl)-3H,4H-pyrimido[4,5-d][1,3]diazin-2-one C1(CC1)C1=NC=NC(=C1C1=NC=C2C(=N1)N(C(NC2)=O)CC2=CC=C(C=C2)C=2N(C=C(N2)C(F)(F)F)C(C)C)OC